2,6-dichloro-N-(5-chloro-6-(4-hydroxyphenoxy)pyrimidin-4-yl)benzamide ClC1=C(C(=O)NC2=NC=NC(=C2Cl)OC2=CC=C(C=C2)O)C(=CC=C1)Cl